1-octene-3-one C=CC(CCCCC)=O